[2-(PYRROLIDIN-1-YLMETHYL)PHENYL]BORONIC ACID HYDROCHLORIDE Cl.N1(CCCC1)CC1=C(C=CC=C1)B(O)O